tert-butyl 5-[(3,5-difluorophenyl)methyl]-3-[[4-[2-[4-[1-(2,6-dioxo-3-piperidyl)-3-methyl-2-oxo-benzimidazol-5-yl]-1-piperidyl]ethyl]benzoyl]amino]indazole-1-carboxylate FC=1C=C(C=C(C1)F)CC=1C=C2C(=NN(C2=CC1)C(=O)OC(C)(C)C)NC(C1=CC=C(C=C1)CCN1CCC(CC1)C1=CC2=C(N(C(N2C)=O)C2C(NC(CC2)=O)=O)C=C1)=O